S1C=NC2=C1C=C(C=C2)\C=C\2/N=C(NC2=O)NCC=2SC=C(N2)C (4Z)-4-(1,3-Benzothiazol-6-ylmethylene)-2-[(4-methylthiazol-2-yl)methylamino]-1H-imidazol-5-one